N-Benzyl-4-(7-methyl-5,8-dihydrooxepino[3,2-f]benzofuran-2-yl)benzamide C(C1=CC=CC=C1)NC(C1=CC=C(C=C1)C=1OC2=C(C1)C=C1C(=C2)OCC(=CC1)C)=O